2-(5-bromo-4-methylpyrimidine-2-carbonyl)-3-oxobutanoic acid ethyl ester C(C)OC(C(C(C)=O)C(=O)C1=NC=C(C(=N1)C)Br)=O